F[B-](F)(F)F.F[B-](F)(F)F.ClC[N+]12CC[N+](CC1)(CC2)F chloromethyl-4-fluoro-1,4-diazoniabicyclo-[2.2.2]octane bis(tetrafluoroborate)